Hydroxypropyltrimenthylammonium chloride [Cl-].OCCC[N+](C1CC(CCC1C(C)C)C)(C1CC(CCC1C(C)C)C)C1CC(CCC1C(C)C)C